tert-butyl (2-(2-aminoethoxy)ethyl)carbamate hydrochloride Cl.NCCOCCNC(OC(C)(C)C)=O